chloro[(4-fluorophenyl)methyl]zinc Cl[Zn]CC1=CC=C(C=C1)F